tert-butyl (4-(1-isopropyl-1H-pyrrolo[2,3-c]pyridin-3-yl)pyridin-2-yl)carbamate C(C)(C)N1C=C(C=2C1=CN=CC2)C2=CC(=NC=C2)NC(OC(C)(C)C)=O